N-Cyclohexyl-2-(3-(3-(2,4-difluorophenyl)-4-oxo-3,4-dihydrophthalazin-1-yl)phenyl)-2-methylpropanamide C1(CCCCC1)NC(C(C)(C)C1=CC(=CC=C1)C1=NN(C(C2=CC=CC=C12)=O)C1=C(C=C(C=C1)F)F)=O